FC1=C(C=C(C=C1)F)[C@H]1[C@@H](C1)C(=O)N1CC2=C(N=C(NC2=O)C2(CC2)C2=CC=CC=C2)CC1 6-((1R,2R)-2-(2,5-difluorophenyl)cyclopropane-1-carbonyl)-2-(1-phenylcyclopropyl)-5,6,7,8-tetrahydropyrido[4,3-d]pyrimidin-4(3H)-one